N1-(2-(dimethylamino)ethyl)-N4-(5-fluoro-4-(1-methyl-1H-indol-3-yl)pyrimidin-2-yl)-N1-methylbenzene-1,2,4-triamine CN(CCN(C=1C(=CC(=CC1)NC1=NC=C(C(=N1)C1=CN(C2=CC=CC=C12)C)F)N)C)C